2-[4-(Bromomethyl)phenyl]-4-methyl-5-(trifluoromethoxy)pyridinedodecanol hydrochloride Cl.BrCC1=CC=C(C=C1)C1(NC=C(C(=C1)C)OC(F)(F)F)CCCCCCCCCCCCO